[Fe](Cl)(Cl)Cl.COC1=CC=C(C=C1)C=1C2=CC=C(N2)C(=C2C=CC(C(=C3C=CC(=C(C=4C=CC1N4)C4=CC=C(C=C4)OC)N3)C3=CC=C(C=C3)OC)=N2)C2=CC=C(C=C2)OC 5,10,15,20-tetrakis(4-methoxyphenyl)-21H,23H-porphin iron (III) chloride